C(=O)(O)C1CC(CCC1C(=O)O)C(C)(C)C1CC(C(CC1)C(=O)O)C(=O)O 2,2-bis(3,4-dicarboxycyclohexyl)propane